OC(C(=O)O)CCCCCCCC 2-Hydroxy-decanoic acid